Ethylbutenylmorpholine C(C)C1N(CCOC1)C=CCC